COC(=O)C12CC(C1)(C2)F 3-Fluorobicyclo[1.1.1]pentane-1-carboxylic acid methyl ester